2,4,6,8-tetramethyl-2,4,6,8-tetrakis[3-(glycidyloxy)propyl]Cyclotetrasiloxane C[Si]1(O[Si](O[Si](O[Si](O1)(CCCOCC1CO1)C)(CCCOCC1CO1)C)(CCCOCC1CO1)C)CCCOCC1CO1